FC(N1N=C(C=C1)C1=C(C=NC(=C1)C1=CC(=CC=C1)C(F)(F)F)CNC(CC)=O)F N-((4-(1-(difluoromethyl)-1H-pyrazol-3-yl)-6-(3-(trifluoromethyl)phenyl)pyridin-3-yl)methyl)propionamide